N-butoxymethyl-N-(propoxymethyl)methacrylamide C(CCC)OCN(C(C(=C)C)=O)COCCC